CC1([C@H]2[C@@]3(CC=C(CC3C[C@@H]1C2)C)C=O)C (1S,3R,8aS)-2,2,6-trimethyl-2,3,4,4a,5,8-hexahydro-1,3-methanonaphthalene-8a(1H)-carbaldehyde